FC(N1N=C(C=C1)B1OC(C(O1)(C)C)(C)C)F 1-(difluoromethyl)-3-(4,4,5,5-tetramethyl-1,3,2-dioxa-borolan-2-yl)-1H-pyrazole